6-[(2R,5S)-5-Methyl-2-piperidyl]-2-(1,2,2-trimethyl-4-piperidyl)indazole C[C@H]1CC[C@@H](NC1)C=1C=CC2=CN(N=C2C1)C1CC(N(CC1)C)(C)C